C(C=1C(C(=O)O)=CC=CC1)(=O)O.NC1=CC=CC=C1 aniline phthalate